(R)-tert-butyl 4-(3-((((9H-fluoren-9-yl)methoxy)carbonyl)amino)-4-(phenylthio)butyl)piperazine-1-carboxylate C1=CC=CC=2C3=CC=CC=C3C(C12)COC(=O)N[C@H](CCN1CCN(CC1)C(=O)OC(C)(C)C)CSC1=CC=CC=C1